N-[2-(3,3-difluoropyrrolidin-1-yl)-4-(3-pyridyl)-3-pyridyl]-2-isopropyl-pyrimidine-5-carboxamide FC1(CN(CC1)C1=NC=CC(=C1NC(=O)C=1C=NC(=NC1)C(C)C)C=1C=NC=CC1)F